N-((6-methylpyridazin-3-yl)methyl)-6-(5-methylpyridin-2-yl)quinazolin-4-amine CC1=CC=C(N=N1)CNC1=NC=NC2=CC=C(C=C12)C1=NC=C(C=C1)C